OC(C)C1=CC2=C(C3=C(OC2=O)C=C(C(=C3)OC)OCC3=CC=C(C=C3)OC)C=C1 8-(1-Hydroxyethyl)-2-methoxy-3-[(4-methoxyphenyl)methoxy]-6H-dibenzo[b,d]pyran-6-one